(S)-4-(3-(3-Aminopyrrolidin-1-carbonyl)-1-(p-tolyl)-1H-pyrazol-5-yl)benzonitril N[C@@H]1CN(CC1)C(=O)C1=NN(C(=C1)C1=CC=C(C#N)C=C1)C1=CC=C(C=C1)C